N-((2R,3S)-1-(5-fluoro-1-methyl-4-oxo-1,4-dihydropyridin-2-yl)-2-((((CIS)-4-phenylcyclohexyl)oxy)methyl)pyrrolidin-3-yl)methanesulfonamide FC=1C(C=C(N(C1)C)N1[C@H]([C@H](CC1)NS(=O)(=O)C)CO[C@@H]1CC[C@@H](CC1)C1=CC=CC=C1)=O